monovinyl monoglycidyl ether C(C1CO1)OC=C